3-formyl-(4-chloro)aniline C(=O)C=1C=C(N)C=CC1Cl